1-(3-chloro-5-methoxyphenyl)-3-(2-fluoropyridin-4-yl)urea ClC=1C=C(C=C(C1)OC)NC(=O)NC1=CC(=NC=C1)F